ClC1=C(C=C(C=C1)NC(=O)C=1OC2=C(C1)C(=CC=C2)N2C[C@H]1CC[C@@H](C2)N1S(=O)(=O)C1=C(C=CC=C1Cl)Cl)C(F)(F)F N-(4-chloro-3-(trifluoromethyl)phenyl)-4-((1r,5s)-8-((2,6-dichlorophenyl)sulfonyl)-3,8-diazabicyclo[3.2.1]octane-3-yl)benzofuran-2-carboxamide